Dimethylphenylmethacrylate CCC(C(=O)[O-])=C(C1=CC=CC=C1)C